6-bromobenzo[b][1,4]azaborinin-2(1H)-one BrC1=CC2=C(NC(C=B2)=O)C=C1